NCC1C2CN(CC12)C1=NC=NC=C1OC1=C(C(=O)N(C(C)C)CC)C=C(C=C1)F 2-((4-(6-(aminomethyl)-3-azabicyclo[3.1.0]Hexan-3-yl)pyrimidin-5-yl)oxy)-N-ethyl-5-fluoro-N-isopropylbenzamide